CC(CCN)N 1-methylpropane-1,3-diamine